[N+](=O)([O-])C=1C(=NC=CC1)N (E)-3-nitro-pyridin-2-amine